N-(4-tert-butylphenyl)-2-(4-methoxyphenyl)-2-(((6-oxo-1,6-dihydropyridin-3-yl)acetyl)amino)acetamide C(C)(C)(C)C1=CC=C(C=C1)NC(C(NC(CC1=CNC(C=C1)=O)=O)C1=CC=C(C=C1)OC)=O